5,5-bistrimethylsilyl-2,2'-bithiophene C[Si](C1(CC=C(S1)C=1SC=CC1)[Si](C)(C)C)(C)C